N[C@H]1CS(C2=C(N(C1=O)CC1=CC=C(C=C1)Cl)C=C(C(=C2)F)C=2C=NN(C2)C2CN(CC(C2)(F)F)C)(=O)=O (3R)-3-amino-5-[(4-chlorophenyl)methyl]-7-[1-(5,5-difluoro-1-methyl-3-piperidyl)pyrazol-4-yl]-8-fluoro-1,1-dioxo-2,3-dihydro-1λ6,5-benzothiazepin-4-one